N-methyl-N-tri-methylsilylheptafluorobutyramide CN(C(C(C(C(F)(F)F)(F)F)(F)F)=O)[Si](C)(C)C